CC1=C(C=CC(=C1)C)C1CC=2C=NN(C(C2CC1)=O)C1=CC=CC(=N1)C#N 6-(6-(2,4-dimethylphenyl)-1-oxo-5,6,7,8-tetrahydrophthalazin-2(1H)-yl)picolinonitrile